OC1=CC2=CC=CC=C2C=C1C=O 2-hydroxy-3-naphthaldehyde